7-((4-bromophenyl)amino)-4-(trifluoromethyl)-2H-benzopyran-2-one BrC1=CC=C(C=C1)NC1=CC2=C(C(=CC(O2)=O)C(F)(F)F)C=C1